(4-METHOXY-3-([(3-METHOXYPROPYL)(METHYL)AMINO]METHYL)PHENYL)BORANEDIOL COC1=C(C=C(C=C1)B(O)O)CN(C)CCCOC